4-(5-chloro-7-fluoro-6-(3-methoxynaphthalen-1-yl)benzo[c]isothiazol-3-yl)-3-(difluoromethyl)piperazine-1-carboxylic acid tert-butyl ester C(C)(C)(C)OC(=O)N1CC(N(CC1)C1=C2C(=NS1)C(=C(C(=C2)Cl)C2=CC(=CC1=CC=CC=C21)OC)F)C(F)F